trans-4-(((trans-4-(3-Cyano-4-methoxyphenyl) cyclohexyl)methyl)(3-(1-Isopropyl-1H-pyrazol-4-yl)phenyl)carbamoyl)cyclohexyl methylcarbamate CNC(O[C@@H]1CC[C@H](CC1)C(N(C1=CC(=CC=C1)C=1C=NN(C1)C(C)C)C[C@@H]1CC[C@H](CC1)C1=CC(=C(C=C1)OC)C#N)=O)=O